glycidyl benzoate (glycidyl benzoate) C(C1CO1)C1=C(C(=O)O)C=CC=C1.C(C1=CC=CC=C1)(=O)OCC1CO1